C1(=CC=CC=C1)CSC1=NC(=NC(=C1)Cl)Cl (phenylmethylthio)-2,6-dichloropyrimidine